2,2'-(Furan-2(5H)-ylidenemethylene)difuran O1C(C=CC1)=C(C=1OC=CC1)C=1OC=CC1